1-tetracosanoyl-2-octadecanoyl-sn-glycero-3-phosphocholine C(CCCCCCCCCCCCCCCCCCCCCCC)(=O)OC[C@@H](OC(CCCCCCCCCCCCCCCCC)=O)COP(=O)([O-])OCC[N+](C)(C)C